FC=1C=CC(=C(CN2C(C=3N(C[C@@H]2COC)C=C(C3)C3=CC(=NC=C3C(F)(F)F)NC3=CC=NN3C)=O)C1)CO (R)-2-(5-fluoro-2-(hydroxymethyl)benzyl)-3-(methoxymethyl)-7-(2-((1-methyl-1H-pyrazole-5-yl)amino)-5-(trifluoromethyl)pyridin-4-yl)-3,4-dihydropyrrolo[1,2-a]pyrazine-1(2H)-one